ClC1=CC2=C(N3C(CNS2(=O)=O)COCC3)N=C1 3-chloro-6,7,7a,8,10,11-hexahydro-[1,4]oxazino[3,4-d]pyrido[2,3-f][1,2,5]thiadiazepine 5,5-dioxide